dimethyl (1-diazo-2-methylallyl)-(methylene)phosphonite [N+](=[N-])=C(C(=C)C)P(OC)(OC)=C